NCCC1=CC=C(C=C1)NC(CCCCCCC(=O)OC)=O methyl 8-((4-(2-aminoethyl) phenyl) amino)-8-oxooctanoate